NC1=NC(=CC(=N1)N1[C@@H](COCCC1)C=1C=C(C=CC1Cl)NC(=O)C1CC1)C |r| (+/-)-N-[3-[4-(2-amino-6-methyl-pyrimidin-4-yl)-1,4-oxazepan-3-yl]-4-chlorophenyl]cyclopropanecarboxamide